C1OCC12CNC(O2)=O 2,8-dioxa-6-azaspiro[3.4]octan-7-one